1-(potassiosulfanyl)ethan-1-one [K]SC(C)=O